COC=1C=C2C(=NC=NC2=CC1OC)C1CCC(CC1)CCP(O)(O)=O (2-((1s,4s)-4-(6,7-dimethoxyquinazolin-4-yl)cyclohexyl)ethyl)phosphonic acid